4-(1-(2-(2-methoxyethyl)-1H-pyrazole-4-yl)phenyl)-1,7-naphthyridine-3-carboxamide COCCN1NC=C(C1)C1(CC=CC=C1)C1=C(C=NC2=CN=CC=C12)C(=O)N